4-(2-methoxyphenyl)pyrimidin-2-amine COC1=C(C=CC=C1)C1=NC(=NC=C1)N